NC1=C(N=CC(=N1)N1CCC2([C@@H](C3CCCN3C2)N)CC1)SC1=C(C(=NC=C1)N)Cl (1'S)-1-(6-amino-5-((2-amino-3-chloropyridin-4-yl)thio)pyrazin-2-yl)tetrahydro-1'H,3'H-spiro[piperidine-4,2'-pyrrolizin]-1'-amine